3-((tert-butoxycarbonyl)amino)-5-((tert-butyldiphenylsilyl)oxy)cyclohexane-1-carboxylic acid C(C)(C)(C)OC(=O)NC1CC(CC(C1)O[Si](C1=CC=CC=C1)(C1=CC=CC=C1)C(C)(C)C)C(=O)O